FC=1C=CC(=C(C(=O)N(C(C)C)C(C)C)C1)N1C=C(C=2C1=CN=CC2)C(=O)C2CCNCC2 5-Fluoro-N,N-diisopropyl-2-(3-(piperidine-4-carbonyl)-1H-pyrrolo[2,3-c]-pyridin-1-yl)benzamide